2-(2-trifluoromethylphenyl)pyrrolidine hydrochloride Cl.FC(C1=C(C=CC=C1)C1NCCC1)(F)F